(4-nitrobenzoyl)oxyammonium [N+](=O)([O-])C1=CC=C(C(=O)O[NH3+])C=C1